2,3,9,9-tetramethylspiro[4.5]dec-2-en-10-ol CC=1CC2(CC1C)CCCC(C2O)(C)C